NC=1C(N(C=CC1)C1COC1)=O 3-amino-1-(oxetan-3-yl)pyridin-2(1H)-one